8-bromo-2-(morpholin-4-yl)-N-({5-[3-(trifluoromethyl)phenyl]-1H-imidazol-2-yl}methyl)pyrazolo[1,5-a][1,3,5]triazin-4-amine BrC=1C=NN2C1N=C(N=C2NCC=2NC(=CN2)C2=CC(=CC=C2)C(F)(F)F)N2CCOCC2